2,4-dibromo-3-chloropyridine BrC1=NC=CC(=C1Cl)Br